BrC=1C(=C(C(N(C1C)C1=CC=C(C=C1)F)=O)C(=O)O)C 5-bromo-1-(4-fluorophenyl)-4,6-dimethyl-2-oxo-1,2-dihydropyridine-3-carboxylic acid